C1(CC1)C=1C(=C(C=C(C1)B1OC(C(O1)(C)C)(C)C)N1C[C@H](OCC1)C)F (2R)-[3-Cyclopropylfluoro-5-(4,4,5,5-tetramethyl-1,3,2-dioxaborolane-2-yl)phenyl]-2-methylmorpholine